N1CNC(CC1)=O tetrahydropyrimidine-4(1H)-one